1-[1-(4-chlorophenyl)-cyclohexyl]ethyl (2S)-2-[(3-acetoxy-4-methoxy-pyridine-2-carbonyl)-amino]propanoate C(C)(=O)OC=1C(=NC=CC1OC)C(=O)N[C@H](C(=O)OC(C)C1(CCCCC1)C1=CC=C(C=C1)Cl)C